methyl-bis(2-hydroxyethyl)octadecyl-ammonium chloride [Cl-].C[N+](CCCCCCCCCCCCCCCCCC)(CCO)CCO